C(C)(C)(C)OC(CN1CCN(CCN(CCN(CC1)CC1=CC=C(C=C1)OCC)CC(OC(C)(C)C)=O)C(C(=O)OC)CC(=O)OC)=O Dimethyl 2-(4,10-bis(2-(tert-butoxy)-2-oxoethyl)-7-(4-ethoxybenzyl)-1,4,7,10-tetraazacyclododecan-1-yl)succinate